Ethyl 2-[2-(aminomethyl)-8,11-dioxadispiro[3.2.47.24]tridecan-2-yl]acetate NCC1(CC2(C1)CCC1(OCCO1)CC2)CC(=O)OCC